(S or R)-5-(6-(2-hydroxy-6-methyl-4-(trifluoromethyl)phenyl)-2H-pyrazolo[3,4-b]pyridin-2-yl)-1-isopropylpiperidin-2-one OC1=C(C(=CC(=C1)C(F)(F)F)C)C=1C=CC=2C(N1)=NN(C2)[C@H]2CCC(N(C2)C(C)C)=O |o1:21|